tert-Butyl (6-((3-amino-4-methoxy-5-(1-methyl-1H-1,2,4-triazol-3-yl)phenethoxy)methyl) Pyridin-2-yl)carbamate NC=1C=C(CCOCC2=CC=CC(=N2)NC(OC(C)(C)C)=O)C=C(C1OC)C1=NN(C=N1)C